CN1C2=NC(=NC(=C2N=C1C1=CC=NC=C1)N1CCOCC1)N1N=C(C=C1)C1CN(CCC1)C(=O)OC(C)(C)C tert-butyl 3-(1-(9-methyl-6-morpholino-8-(pyridin-4-yl)-9H-purin-2-yl)-1H-pyrazol-3-yl)piperidine-1-carboxylate